2-(4,4-difluoropiperidin-1-yl)-6-methylpyrimidin-4-carboxylate FC1(CCN(CC1)C1=NC(=CC(=N1)C(=O)[O-])C)F